2-[4-(4-Bromo-1-methyl-1H-pyrazole-3-carbonyl)-piperazin-1-yl]-1-(3-fluoro-phenyl)-ethanone BrC=1C(=NN(C1)C)C(=O)N1CCN(CC1)CC(=O)C1=CC(=CC=C1)F